hexadeca-4,7,12-triene-6,9-dione CCCC=CC(C=CC(CCC=CCCC)=O)=O